Propyl-t-Butyl-Urea C(CC)N(C(=O)N)C(C)(C)C